CC(C(SC#N)C1=CC=C(C=C1)C(C(=O)O)C)C 2-(4-(2-methyl-1-thiocyanatopropyl)phenyl)propionic acid